(3-{3-[(R)-[(3R)-1-(tert-butoxycarbonyl)-4-[(4-methoxyphenyl)methyl]-2H,3H-pyrido[2,3-b]pyrazin-3-yl](phenyl)methoxy]prop-1-en-2-yl}phenyl)acetic acid C(C)(C)(C)OC(=O)N1C2=C(N([C@H](C1)[C@H](OCC(=C)C=1C=C(C=CC1)CC(=O)O)C1=CC=CC=C1)CC1=CC=C(C=C1)OC)N=CC=C2